2-[6-[(4aR,8aS)-7-methyl-2,3,4,4a,5,6,8,8a-octahydro-1,7-naphthyridin-1-yl]pyridazine-3-yl]-3,5-dimethyl-phenol CN1CC[C@H]2CCCN([C@@H]2C1)C1=CC=C(N=N1)C1=C(C=C(C=C1C)C)O